C1(CC1)N1C=NC2=C1C=C(C=C2)C#N 3-cyclopropylbenzimidazole-5-carbonitrile